(3-{5-amino-6-[1-(2-chloro-3,6-difluoro-phenyl)-ethoxy]-pyrazin-2-yl}-phenyl)-((R)-3-amino-pyrrolidin-1-yl)-methanone NC=1N=CC(=NC1OC(C)C1=C(C(=CC=C1F)F)Cl)C=1C=C(C=CC1)C(=O)N1C[C@@H](CC1)N